C1(CC1)C=1N=C(N(C1)C=1C(=CC(=C(C#N)C1)F)C)S 5-(4-cyclopropyl-2-mercapto-1H-imidazole-1-yl)-2-fluoro-4-methylbenzonitrile